[Si]=O.[Bi].[In].[Mg] magnesium-indium-bismuth-silicon oxide